CCCCCCCC/C=C\CCCCCCCC(=O)OC[C@H](COP(=O)(O)OC[C@H](CO)O)OC(=O)CCCCCCC/C=C\C/C=C\CCCC 1-(9Z-octadecenoyl)-2-(9Z,12Z-heptadecadienoyl)-glycero-3-phospho-(1'-sn-glycerol)